(S)-2-((2-(4-(N,N-bis(4-methoxybenzyl)sulfamoyl)-2-(trifluoromethyl)phenyl)-7-methylimidazo[1,2-a]pyridin-3-yl)methyl)morpholine-4-carboxylic acid tert-butyl ester C(C)(C)(C)OC(=O)N1C[C@@H](OCC1)CC1=C(N=C2N1C=CC(=C2)C)C2=C(C=C(C=C2)S(N(CC2=CC=C(C=C2)OC)CC2=CC=C(C=C2)OC)(=O)=O)C(F)(F)F